(2S)-1-(8-(benzofuran-5-ylsulfonyl)-1-oxa-8-azaspiro[4.5]decan-3-ylamino)-3-(3-(methylsulfonyl)phenoxy)propan-2-ol O1C=CC2=C1C=CC(=C2)S(=O)(=O)N2CCC1(CC(CO1)NC[C@@H](COC1=CC(=CC=C1)S(=O)(=O)C)O)CC2